(3R)-4-(4-bromo-5-chloro-2-fluorobenzoyl)-3-(hydroxymethyl)piperazine-1-carboxylic acid tert-butyl ester C(C)(C)(C)OC(=O)N1C[C@@H](N(CC1)C(C1=C(C=C(C(=C1)Cl)Br)F)=O)CO